CN1N=CC=C1C=1C(=NC=CC1)N (1-methyl-1H-pyrazol-5-yl)pyridin-2-amine